C(CCCCCCCCCCCCCCCC)(=O)N[C@@H](CC1=CC=CC=C1)C(=O)O N-margaroyl-phenylalanine